4,6-dichloro-1-(4-methoxybenzyl)-1H-pyrazolo[3,4-b]Pyridine ClC1=C2C(=NC(=C1)Cl)N(N=C2)CC2=CC=C(C=C2)OC